tert-butyl N-[(1S)-2-(4-bromo-2-fluorophenyl)-1-carbamoylethyl]carbamate BrC1=CC(=C(C=C1)C[C@@H](C(N)=O)NC(OC(C)(C)C)=O)F